tert-butyl 4-[3-[3-(2-chloro-4-fluoro-benzoyl)-3,8-diazabicyclo[3.2.1]octan-8-yl]-4-methoxy-phenyl]sulfonylpiperazine-1-carboxylate ClC1=C(C(=O)N2CC3CCC(C2)N3C=3C=C(C=CC3OC)S(=O)(=O)N3CCN(CC3)C(=O)OC(C)(C)C)C=CC(=C1)F